O[C@@]1([C@]2(C)[C@@H](CC1)[C@@H]1CCC3=CC(C=C[C@]3(C)[C@H]1CC2)=O)C 17β-hydroxy-17α-methylandrosta-1,4-dien-3-one